(2S,4R)-N-((1H-indol-3-yl)methyl)-4-hydroxy-1-((S)-2-(1-oxoisoindolin-2-yl)propionyl)pyrrolidine-2-carboxamide N1C=C(C2=CC=CC=C12)CNC(=O)[C@H]1N(C[C@@H](C1)O)C([C@H](C)N1C(C2=CC=CC=C2C1)=O)=O